BrC=1C=CC=C2N=CC(=NC12)C=1C=NN(C1)C1CCN(CC1)C(CCCCCNC=1C=C2C(N(C(C2=CC1)=O)C1C(NC(CC1)=O)=O)=O)=O 5-((6-(4-(4-(8-Bromoquinoxalin-2-yl)-1H-pyrazol-1-yl)piperidin-1-yl)-6-oxohexyl)amino)-2-(2,6-dioxopiperidin-3-yl)isoindoline-1,3-dione